8-(7-Fluoro-2,3-dihydro-1H-inden-4-yl)-9-(4-((1-(3-fluoropropyl)azetidin-3-yliden)methyl)phenyl)-6,7-dihydro-5H-benzo[7]annulen FC=1C=CC(=C2CCCC12)C=1CCCC2=C(C1C1=CC=C(C=C1)C=C1CN(C1)CCCF)C=CC=C2